[Si](C)(C)(C(C)(C)C)OCCN1N=C(C=C1C(=O)OCC)COC ethyl 2-[2-[tert-butyl (dimethyl) silyl]oxyethyl]-5-(methoxymethyl)pyrazole-3-carboxylate